3,7,11b-Triaza-benzo[c]fluorene-6-carboxylic acid (2-dimethylamino-ethyl)-amide CN(CCNC(=O)C1=CC2=C(N3C=4C=CC=CC4N=C13)C=CN=C2)C